S1C(=NC2=C1C=CC=C2)OC2=CC=C(CN1C(CCC1)C(=O)O)C=C2 1-[4-(1,3-benzothiazol-2-yloxy)benzyl]pyrrolidine-2-carboxylic acid